Tricitronelloyl-glycerol C(CC(C)CCC=C(C)C)(=O)C(C(O)(C(CC(C)CCC=C(C)C)=O)C(CC(C)CCC=C(C)C)=O)(O)CO